[Ir](Cl)Cl.N1=C(C=CC=C1)C=1SC2=C(C1)C=CC=C2 2-(2-pyridyl)benzothiophene iridium dichloride